2-butyloctyl 12-dodecyl-3,6-diethyl-10-oxo-9,11-dioxa-3,6-diazaheneicosane-21-carboxylate C(CCCCCCCCCCC)C(OC(OCCN(CCN(CC)CC)CC)=O)CCCCCCCCCC(=O)OCC(CCCCCC)CCCC